1,5-difluoro-3-iodo-2,4-dimethoxybenzene FC1=C(C(=C(C(=C1)F)OC)I)OC